COC1=CC=C(C=C1)S(=O)(=O)C=C=C(C)C 1-methoxy-4-((3-methylbutan-1,2-dien-1-yl)sulfonyl)benzene